C1C(CC1N)C(=O)O (1s,3s)-3-aminocyclobutane-1-carboxylic acid